BrC1=C2C=C(N(C2=C(C(=C1F)F)Br)COCC[Si](C)(C)C)C 4,7-dibromo-5,6-difluoro-2-methyl-1-((2-(trimethylsilyl)ethoxy)methyl)-1H-indole